Cl.ClC1=CC(=C(CNCC2CCNCC2)C=C1)OCCC N-(4-chloro-2-propoxybenzyl)-1-(piperidin-4-yl)methanamine-hydrochloride